BrCC(=O)C=1C(=NC(=CC1)Cl)C 2-bromo-1-(6-chloro-2-methylpyridin-3-yl)ethan-1-one